C1(=CC=CC=C1)C=1N=C(C(N1)(O)C1=CC=CC=C1)NC1=CC=CC=C1 2,4-diphenyl-5-(phenylamino)-4H-imidazol-4-ol